6-(2,4-dimethoxypyrimidin-5-yl)-3-methoxy-N-phenethylpyridazin-4-amine COC1=NC=C(C(=N1)OC)C1=CC(=C(N=N1)OC)NCCC1=CC=CC=C1